2-difluoromethyl-5-methoxy-4-borylpyridine FC(C1=NC=C(C(=C1)B)OC)F